C[Si](OCC(CCCC)CC)(OCC(CCCC)CC)OCC(CCCC)CC methyltri(2-ethylhexyloxy)silane